C(C=C)N1N=C(C=2C1=NC=NC2N)C2=CC=C(C=1N2C=CN1)NC(=O)NC1=NOC(=C1)C1(CC1)C(F)(F)F 1-(5-(1-allyl-4-amino-1H-pyrazolo[3,4-d]pyrimidin-3-yl)imidazo[1,2-a]pyridin-8-yl)-3-(5-(1-(trifluoromethyl)-cyclopropyl)isoxazol-3-yl)urea